COC(CC)(O)OC di-methoxypropanol